NCCNC(CCN(CC)CCN)=O N-(2-aminoethyl)-3-((2-aminoethyl)(ethyl)amino)propionamide